(2S,3S,5R)-3-((4-((E)-(2-(2-chloro-3,4-dihydroxybenzoyl)hydrazono)methyl)-1H-imidazol-1-yl)methyl)-3-methyl-7-oxo-4-thia-1-azabicyclo[3.2.0]heptane-2-carboxylic acid 4,4-dioxide ClC1=C(C(=O)N\N=C\C=2N=CN(C2)C[C@]2([C@@H](N3C(C[C@H]3S2(=O)=O)=O)C(=O)O)C)C=CC(=C1O)O